Heptanehydrazide C(CCCCCC)(=O)NN